CNC1=CC=C(CNC(O)=O)C=C1 (4-methylaminobenzyl)-carbamic acid